nickel-antimony-titanium [Ti].[Sb].[Ni]